3-(methylsulfonylmethyl)azetidin CS(=O)(=O)CC1CNC1